methyl (E)-3-(4-methyl-5-oxo-4,5-dihydro-1H-tetrazol-1-yl)acrylate CN1N=NN(C1=O)/C=C/C(=O)OC